N-(4-(1-cyclopropyl-1H-pyrazol-4-yl)quinolin-8-yl)-6-isopropoxynicotinamide C1(CC1)N1N=CC(=C1)C1=CC=NC2=C(C=CC=C12)NC(C1=CN=C(C=C1)OC(C)C)=O